CC(CC1=CC=CC=C1)(C)OC(=O)N[C@@H](CC(C)C)C(=O)OC methyl (((2-methyl-1-phenylpropan-2-yl)oxy)carbonyl)-L-leucinate